N-(1-cyclobutyl-3-((3,3-difluoro-cyclobutyl)methyl)-4-methyl-1H-pyrazol-5-yl)-2-(3,3-difluoro-cyclobutyl)acetamide C1(CCC1)N1N=C(C(=C1NC(CC1CC(C1)(F)F)=O)C)CC1CC(C1)(F)F